(5-(bicyclo[1.1.1]pentan-1-yl)-1-(tetrahydro-2H-pyran-2-yl)-1H-indazol-4-yl)boronic acid C12(CC(C1)C2)C=2C(=C1C=NN(C1=CC2)C2OCCCC2)B(O)O